(1-(fluoromethyl)-2-oxabicyclo[2.2.1]heptan-4-yl)-7-isopropoxy-imidazo[1,2-a]pyridine-6-carboxylate FCC12OCC(CC1)(C2)OC(=O)C=2C(=CC=1N(C2)C=CN1)OC(C)C